tert-butyl 4-({6-bromo-1-[2-(2-methoxyethoxy)ethyl]-1H-indazol-3-yl}amino)naphthalene-1-carboxylate BrC1=CC=C2C(=NN(C2=C1)CCOCCOC)NC1=CC=C(C2=CC=CC=C12)C(=O)OC(C)(C)C